C(C)(C)(C)OC(=O)N1C(CCCC1)C1=CC(=C(C(=O)O)C=C1)CO 4-(1-(tert-butoxycarbonyl)piperidin-2-yl)-2-(hydroxymethyl)benzoic acid